homocysteinyl-cysteine N[C@@H](CCS)C(=O)N[C@@H](CS)C(=O)O